C1(CC1)C1=NNC(=C1)NC1=CC2=C(C(=NO2)NS(=O)(=O)C2=C(C=C(C=C2OC)[C@@H]2OCCOC2)OC)C=C1OC N-{6-[(3-cyclopropyl-1H-pyrazol-5-yl)amino]-5-methoxy-1,2-benzoxazol-3-yl}-4-[(2S)-1,4-dioxan-2-yl]-2,6-dimethoxybenzene-1-sulfonamide